(4-((R)-2-Amino-3-(2H-tetrazol-2-yl)propoxy)phenyl)((R)-3-(4-chlorophenyl)pyrrolidin-1-yl)methanon N[C@@H](COC1=CC=C(C=C1)C(=O)N1C[C@H](CC1)C1=CC=C(C=C1)Cl)CN1N=CN=N1